5-chloro-2-(N-methylethylsulfonamido)isonicotinic acid ClC1=CN=C(C=C1C(=O)O)N(S(=O)(=O)CC)C